CC=1C(=NC=C(C1)[N+](=O)[O-])N1CCOCC1 4-(3-Methyl-5-nitro-2-pyridyl)morpholine